N1=C(C=CC=C1)CN1CCN(C2=CC=CC=C12)C(=O)NC1CNCC1 4-(pyridin-2-ylmethyl)-N-(pyrrolidin-3-yl)-3,4-dihydroquinoxaline-1(2H)-carboxamide